(E)-(1,3-diphenyl-5-styryl-1H-pyrazol-4-yl)(4-ethylpyrazin-1-yl)methanone tert-butyl-4-(3-(3,5-dichloro-4-(dimethylcarbamoyl)phenylamino)azetidin-1-yl)piperidine-1-carboxylate C(C)(C)(C)OC(=O)N1CCC(CC1)N1CC(C1)NC1=CC(=C(C(=C1)Cl)C(N(C)C)=O)Cl.C1(=CC=CC=C1)N1N=C(C(=C1\C=C\C1=CC=CC=C1)C(=O)N1C=CN(C=C1)CC)C1=CC=CC=C1